(4R)-4-[3-Oxo-3-[3-[5-[3-(trifluoromethyl)pyrrolidin-1-yl]pyrazin-2-yl]azetidin-1-yl]propyl]oxazolidin-2-one O=C(CC[C@H]1NC(OC1)=O)N1CC(C1)C1=NC=C(N=C1)N1CC(CC1)C(F)(F)F